(E)-3-(5-(4-(4-(2-(4-(1-(4-hydroxyphenyl)-2-phenylbut-1-en-1-yl)phenoxy)ethyl)piperazine-1-carbonyl)piperazin-1-yl)-1-oxoisoindolin-2-yl)piperidine-2,6-dione OC1=CC=C(C=C1)/C(=C(/CC)\C1=CC=CC=C1)/C1=CC=C(OCCN2CCN(CC2)C(=O)N2CCN(CC2)C=2C=C3CN(C(C3=CC2)=O)C2C(NC(CC2)=O)=O)C=C1